9-phenylfluoren C1(=CC=CC=C1)C1C2=CC=CC=C2C=2C=CC=CC12